N-(3-carbamoylphenyl)-2-(2-cyclopropyl-4-fluorophenoxy)-4-(trifluoromethyl)benzamide Tert-butyl-(2-((4-(3-nitrophenyl)thiazol-2-yl)amino)-2-oxoethyl)carbamate C(C)(C)(C)N(C(O)=O)CC(=O)NC=1SC=C(N1)C1=CC(=CC=C1)[N+](=O)[O-].C(N)(=O)C=1C=C(C=CC1)NC(C1=C(C=C(C=C1)C(F)(F)F)OC1=C(C=C(C=C1)F)C1CC1)=O